4-{4-[(4-chlorophenoxy)methyl]piperidin-1-yl}-1-methyl-2-oxo-1,2-dihydroquinoline-3-carbonitrile ClC1=CC=C(OCC2CCN(CC2)C2=C(C(N(C3=CC=CC=C23)C)=O)C#N)C=C1